C(C)(C)(C)C1=NN=C(S1)N1SC2=C(C1=O)C=CC=C2 2-(5-(tert-butyl)-1,3,4-thiadiazol-2-yl)benzo[d]isothiazol-3(2H)-one